C(C)N(CC)CC.CS(=O)(=O)O methanesulfonic acid-triethylamine salt